FC1=C(C=CC(=C1)F)C1=CC(=NO1)C(=O)NC1(CN(C1)C1C(CCCC1)(C)C)CC(=O)OCC ethyl 2-(3-(5-(2,4-difluorophenyl)isoxazole-3-carboxamido)-1-(2,2-dimethylcyclohexyl)azetidin-3-yl)acetate